[Mo+6].BrC=1C=C(C(=NC1)C=1N(C=2C(=NC=C(C2)C(F)(F)F)N1)CC)S(=O)(=O)CC 5-bromo-3-(ethylsulfonyl)-2-[1-ethyl-6-(trifluoromethyl)imidazo[4,5-b]pyridin-2-yl]pyridine Molybdenum (VI)